FC(CCC=1C=2CCC3N(C2N=CC1)CCNC3)(F)F 4-(3,3,3-trifluoropropyl)-6,6a,7,8,9,10-hexahydro-5H-pyrazino[1,2-a][1,8]naphthyridine